4-(3-(benzo[d]oxazol-2-yl)-2-methoxyphenylamino)-2-(1-methyl-1H-pyrazol-3-ylamino)pyrimidine-5-carboxylic acid O1C(=NC2=C1C=CC=C2)C=2C(=C(C=CC2)NC2=NC(=NC=C2C(=O)O)NC2=NN(C=C2)C)OC